C(C1=CC=CC=C1)OC1=C(N=CC2=CC(=CC=C12)C1=CC(=CC=C1)Cl)Cl 4-(benzyloxy)-3-chloro-7-(3-chlorophenyl)isoquinoline